phenyl (3-fluoro-4-((2-(methylamino)-8,9-dihydroimidazo[1',2':1,6]pyrido[2,3-d]pyrimidin-6-yl)oxy)phenyl)carbamate FC=1C=C(C=CC1OC1=CC2=C(N=C(N=C2)NC)N2C1=NCC2)NC(OC2=CC=CC=C2)=O